5-[5-(2,2-difluoropropoxy)-3-ethylsulfonyl-2-pyridyl]-2-(1,1,2,2,2-pentafluoroethyl)-6H-thieno[2,3-c]pyrrol-4-one FC(COC=1C=C(C(=NC1)N1CC2=C(C1=O)C=C(S2)C(C(F)(F)F)(F)F)S(=O)(=O)CC)(C)F